CC1=NC=CC(=C1C=1C=C2C(=NC1)NC=C2C2=CC=C1C(CC3(CCNCC3)C1=C2)=O)C 6-(5-(2,4-dimethylpyridin-3-yl)-1H-pyrrolo[2,3-b]pyridin-3-yl)spiro[indene-1,4'-piperidin]-3(2H)-one